C[C@H]1[C@H]([C@H]([C@@H]([C@@H](O1)O[C@@H]2[C@H](O[C@H]([C@@H]([C@H]2O[C@@H]3[C@@H]([C@H]([C@H]([C@H](O3)CO)O)O)O)NC(=O)C)O[C@H]4[C@H]([C@H](O[C@H]([C@@H]4O)O[C@@H]5[C@H](O[C@@H]([C@@H]([C@H]5O)O)O)CO)CO)O)CO)O)O)O The molecule is a branched pentasaccharide comprising a linear chain of alpha-L-fucosyl, beta-D-glucosaminyl, beta-D-galactosyl and alpha-D-glucose residues linked sequentially (1->4), (1->3) and (1->4), to the glucosaminyl residue of which is also linked (1->3) an alpha-D-galactosyl residue.